FC=1C=C(C=CC1F)C=1C=C2C(=NC1)N(CN2CC2=CC=NC=C2)C 6-(3,4-Difluorophenyl)-3-methyl-1-(4-pyridylmethyl)imidazo[4,5-b]pyridin